2-(4-(4-((5-Chloropyridin-2-yl)Methoxy)-5-Fluoropyrimidin-2-yl)Cyclohex-3-en-1-yl)Acetaldehyde ClC=1C=CC(=NC1)COC1=NC(=NC=C1F)C1=CCC(CC1)CC=O